p-Phenylene Terephthalate C1(C2=CC=C(C(=O)OC3=CC=C(C=C3)O1)C=C2)=O